1'-[[1-(azetidin-3-yl)triazol-4-yl]methyl]-2-ethyl-2'-methyl-spiro[6,7-dihydrothieno[3,2-c]pyran-4,4'-piperidine] N1CC(C1)N1N=NC(=C1)CN1C(CC2(CC1)OCCC1=C2C=C(S1)CC)C